FC1(CCC(CC1)[C@H](NC(=O)C1=CC=NN1C)C1=NC2=C(N1)C=CC(=C2)[C@@H](C(C)C)NC(CCC(F)(F)F)=O)F |o1:26| N-((S)-(4,4-Difluorocyclohexyl)(5-((R*)-2-methyl-1-(4,4,4-trifluorobutanamido)propyl)-1H-benzo[d]imidazol-2-yl)methyl)-1-methyl-1H-pyrazole-5-carboxamide